C(C)[C@@H]1C(C(CC=C1)=O)C1=C(C=CC=C1)C Ethyl-(S)-3-oxo-2-(o-tolyl)-2,3-dihydro-1H-benzol